C1(=CC=CC=C1)N(C1=CC=C(/C=C/C=2C=C3C=CC(=CC3=CC2)N(C2=CC=CC=C2)C2=CC=CC=C2)C=C1)C1=CC=CC=C1 (E)-6-(4-(diphenylamino)styryl)-N,N-diphenylnaphthalene-2-amine